3-bromo-5-(1-cyanocyclopropyl)-N-[1-[3-(4-methyl-5-oxo-1,3,4-oxadiazin-2-yl)pyrazin-2-yl]ethyl]benzamide BrC=1C=C(C(=O)NC(C)C2=NC=CN=C2C=2OCC(N(N2)C)=O)C=C(C1)C1(CC1)C#N